C(C)OC(=O)C1=CN(C2=CC(=C(C=C2C1=O)F)N1CC(C1)OC(C(C)C)=O)C1=NC(=C(C=C1F)F)N 1-(6-amino-3,5-difluoropyridin-2-yl)-6-fluoro-7-[3-(isobutyryloxy)azetidin-1-yl]-4-oxo-1,4-dihydroquinoline-3-carboxylic acid ethyl ester